N-[3-(hydroxymethyl)-1-methyl-4-piperidyl]-6-[3-(2-methoxy-4-methylsulfonyl-anilino)prop-1-ynyl]-1-(2,2,2-trifluoroethyl)benzimidazole-4-carboxamide OCC1CN(CCC1NC(=O)C1=CC(=CC=2N(C=NC21)CC(F)(F)F)C#CCNC2=C(C=C(C=C2)S(=O)(=O)C)OC)C